ClC1=C(C=C(C=C1)Cl)S(=O)(=O)NC=1C=C(C=C(C1)F)C=1C=C2C=NC(=NC2=CC1)CC(C(=O)N)(C)C (6-(3-((2,5-dichlorophenyl)sulfonamido)-5-fluorophenyl)quinazolin-2-yl)pivaloamide